FC(C=1C=NC(=NC1)N1CC2CCC(C1)N2C(=O)OC(C)(C)C)(F)F tert-Butyl 3-(5-(trifluoromethyl)pyrimidin-2-yl)-3,8-diazabicyclo[3.2.1]octane-8-carboxylate